FCCCN1CC(C1)CC1=CC=C(C=C1)C1=C(C(CCC2=C1C=CC(=C2)C(=O)O)C)C2=C(C(=CC=C2)C(F)(F)F)C 9-(4-((1-(3-fluoropropyl)azetidin-3-yl)methyl)phenyl)-7-methyl-8-(2-methyl-3-(trifluoromethyl)phenyl)-6,7-dihydro-5H-benzo[7]annulene-3-carboxylic acid